OCC1(CCC(CC1)(CO)CO)CO 1,1,4,4-tetrakis(hydroxymethyl)cyclohexane